3-isopropyl-1-methyl-1-(7-(6-((1-methylpiperidin-3-yl)oxy)pyridin-3-yl)quinoxalin-2-yl)urea C(C)(C)NC(N(C1=NC2=CC(=CC=C2N=C1)C=1C=NC(=CC1)OC1CN(CCC1)C)C)=O